7-Bromo-6-chloro-8-fluoro-3-nitroquinoline-2,4-diol BrC1=C(C=C2C(=C(C(=NC2=C1F)O)[N+](=O)[O-])O)Cl